1,1-Dibutyl-3-(1-(2,6-dimethylphenoxy)propan-2-yl)urea C(CCC)N(C(=O)NC(COC1=C(C=CC=C1C)C)C)CCCC